N-[[5-[2,6-dimethyl-7-oxo-4-(4,4,4-trifluoro-3-hydroxy-3-phenyl-but-1-ynyl)-1H-pyrrolo[2,3-c]pyridin-3-yl]-1,3,4-oxadiazol-2-yl]methyl]acetamide CC1=C(C2=C(C(N(C=C2C#CC(C(F)(F)F)(C2=CC=CC=C2)O)C)=O)N1)C1=NN=C(O1)CNC(C)=O